N1=C2C(=CC=C1)C1=C([SiH2]2)C=CC=C1 benzo[4,5]silolo[2,3-b]pyridine